C1(=CC=CC=C1)C1=C(C(=NC=C1)C1=CC=CC=C1)C1=CC=CC=C1 phenyl(diphenylpyridine)